N[C@@H]([C@@H](C)O[C@H](C(F)(F)F)C)C1=NC2=C(N1)C=CC(=C2)[C@@H](COC2CC2)N2C(NCC(C2)(F)F)=O 1-((S)-1-(2-((1R,2R)-1-Amino-2-(((S)-1,1,1-trifluoropropan-2-yl)oxy)propyl)-1H-benzo[d]imidazol-5-yl)-2-cyclopropoxyethyl)-5,5-difluorotetrahydropyrimidin-2(1H)-one